3-chloro-3-(3-(pyridin-4-yl)phenyl)acrylonitrile ClC(=CC#N)C1=CC(=CC=C1)C1=CC=NC=C1